FC1=C(N=CC2=C1N=C(N=C2N2CCOCCC2)OCC21CCCN1CCC2)C2=CC=CC1=C2N=C(S1)NC(OC(C)(C)C)=O tert-butyl (4-(8-fluoro-4-(1,4-oxazepan-4-yl)-2-((tetrahydro-1H-pyrrolizin-7a(5H)-yl)methoxy)pyrido[4,3-d]pyrimidin-7-yl)benzo[d]thiazol-2-yl)carbamate